OCC1=NC=CC=C1C#N (hydroxymethyl)-3-cyanopyridine